(4R)-4-((8R,9aS)-8-amino-1-oxo-5-phenethylhexahydro-1H-pyrrolo[1,2-a][1,4]diazepin-2(3H)-yl)-5-oxo-5-((4-(trifluoromethyl)benzyl)amino)pentanoic acid N[C@@H]1C[C@@H]2N(C(CCN(C2=O)[C@H](CCC(=O)O)C(NCC2=CC=C(C=C2)C(F)(F)F)=O)CCC2=CC=CC=C2)C1